6-(1-(5-fluoro-3-methylpyridin-2-yl)piperidin-4-yl)-2-thia-6-azaspiro[3.4]octane 2,2-dioxide FC=1C=C(C(=NC1)N1CCC(CC1)N1CC2(CS(C2)(=O)=O)CC1)C